4'-(1-methylethylidene)biphenol CC(C)=C1CC(=C(C=C1)O)C=1C(=CC=CC1)O